Sodium 1,3-bis(4-phenoxyphenyl)-1,3-propanediol O(C1=CC=CC=C1)C1=CC=C(C=C1)C(CC(O)C1=CC=C(C=C1)OC1=CC=CC=C1)O.[Na]